3-(2-Hydroxy-4-dimethylaminophenyl)-3-(2-methoxy-5-chlorophenyl)phthalid OC1=C(C=CC(=C1)N(C)C)C1(OC(=O)C2=CC=CC=C12)C1=C(C=CC(=C1)Cl)OC